(Z)-13-Docosenic acid C(CCCCCCCCCCC\C=C/CCCCCCCC)(=O)O